(S)-1-((4-(cyclopropylethynyl)-6-fluoro-2-oxo-4-(trifluoromethyl)-1,2,3,4-tetrahydroquinazolin-7-yl)methyl)-1H-1,2,4-triazole-3-carboxamide C1(CC1)C#C[C@@]1(NC(NC2=CC(=C(C=C12)F)CN1N=C(N=C1)C(=O)N)=O)C(F)(F)F